N-(tert-butoxycarbonyl)-sarcosine C(C)(C)(C)OC(=O)N(C)CC(=O)O